The molecule is a monocarboxylic acid amide that is N,N-dimethyl-2-oxoacetamide substituted by a 2-acetyl-2-methyl-1-phenylhydrazinyl group at position 2. It is a metabolite of the drug aminopyrine. It has a role as a marine xenobiotic metabolite and a drug metabolite. It is a carbohydrazide and a monocarboxylic acid amide. CC(=O)N(C)N(C1=CC=CC=C1)C(=O)C(=O)N(C)C